(S)- or (R)-α-(4-pentenyl)alanine C(CCC=C)[C@@](N)(C)C(=O)O |o1:5|